COC[C@H](C)NC=1N=CC2=C(N1)NC=C2C=2C=CC1=C(N(N=N1)C)C2 (S)-N-(1-methoxypropan-2-yl)-5-(1-methyl-1H-benzo[d][1,2,3]triazol-6-yl)-7H-pyrrolo[2,3-d]pyrimidin-2-amine